C(=O)O.C(#N)C=1C(=NC=C(C1C=1C=NC(=CC1)C#N)C1=CC(=C(C=C1)OC)O)N1CCC(CC1)NCC1=CC(=C(C=C1)/C=C/C(=O)NO)F (E)-3-(4-(((1-(3',6-Dicyano-5'-(3-hydroxy-4-methoxyphenyl)-[3,4'-bipyridin]-2'-yl)piperidin-4-yl)amino)methyl)-2-fluorophenyl)-N-hydroxyacrylamide formate